IC=1N=C(N2C1SC=C2)C=2C=C(C#N)C=CC2 3-(7-iodoimidazo[5,1-b]thiazol-5-yl)benzonitrile